2-(4-chloro-3-fluorophenoxy)-N-[trans-2-{5-[cis-3-(trifluoromethoxy)cyclobutyl]-1,3,4-oxadiazol-2-yl}-1,3-dioxan-5-yl]acetamide ClC1=C(C=C(OCC(=O)N[C@H]2CO[C@@H](OC2)C=2OC(=NN2)[C@@H]2C[C@@H](C2)OC(F)(F)F)C=C1)F